1-Ethyl 5-(4-oxa-7-azaspiro[2.5]octan-7-yl)pyrazolo[1,5-a]pyrimidine-3-carboxylate C1CC12OCCN(C2)C2=NC=1N(C=C2)N=CC1C(=O)OCC